Cl.FC(C1=CC(=NC=C1)N1CC2(CC1=O)CC1CCC(C2)N1)(F)F 1'-(4-(trifluoromethyl)pyridin-2-yl)-8-azaspiro[bicyclo[3.2.1]octane-3,3'-pyrrolidin]-5'-one hydrochloride